3-bromo-1-(4-ethoxy-4-oxobutyl)-1H-pyrazole-5-carboxylic acid methyl ester COC(=O)C1=CC(=NN1CCCC(=O)OCC)Br